CC(CC(=O)[O-])CC(=O)OC(COC(CCCCCCC\C=C/CCCCCCCC)=O)COC(CCCCCCC\C=C/CCCCCCCC)=O 5-(1,3-bis(oleoyloxy) propan-2-yl) 3-methylglutarate